FC(C1=NC(=NO1)C1=CC=2CN(CCC2S1)C(=O)C1=CC=C(C=C1)C(F)(F)F)(F)F (2-(5-(trifluoromethyl)-1,2,4-oxadiazol-3-yl)-6,7-dihydrothieno[3,2-c]pyridin-5(4H)-yl)(4-(trifluoromethyl)phenyl)methanone